C#[C-].[Na+] The molecule is the salt formed from the acetylide monoanion and a single sodium cation. It is an acetylide and an organic sodium salt. It contains a dicarbide(1-).